(4Z)-2-[(3-Hydroxy-1-adamantyl)amino]-4-[(1-methylindazol-5-yl)methylene]-1H-imidazol-5-one OC12CC3(CC(CC(C1)C3)C2)NC=2NC(/C(/N2)=C/C=2C=C3C=NN(C3=CC2)C)=O